C1(CCCC1)N(C(=O)OCC=1C(=NOC1C1=CC=C(C(=N1)C)O[C@@H]1[C@@H](CCC1)CC(=O)OCC)C)C |r| (±)-Cis-ethyl 2-(2-((6-(4-(((cyclopentyl(methyl)carbamoyl)oxy)methyl)-3-methylisoxazol-5-yl)-2-methylpyridin-3-yl)oxy)cyclopentyl)acetate